2-(2,6-Dioxopiperidin-3-yl)-5-(piperidin-2-yl)isoindoline-1,3-dione O=C1NC(CCC1N1C(C2=CC=C(C=C2C1=O)C1NCCCC1)=O)=O